FC1=C(C2=C(C(=C(C(=C2C(=C1F)F)F)F)F)F)[B-](C1=C(C(=C(C2=C(C(=C(C(=C12)F)F)F)F)F)F)F)(C1=C(C(=C(C2=C(C(=C(C(=C12)F)F)F)F)F)F)F)C1=C(C(=C(C2=C(C(=C(C(=C12)F)F)F)F)F)F)F.C(CCCCCCCCCCCCCCCCC)[NH+](C)CCCCCCCCCCCCCCCCCC Dioctadecyl-methyl-ammonium tetrakis(perfluoronaphthyl)borate